ClC1=C(C(=O)N2C(CCC2)C(=O)N\N=C\[C@]2([C@@H](N3C(C[C@H]3S2(=O)=O)=O)C(=O)O)C)C=CC(=C1O)O (2S,3R,5R)-3-((E)-(2-(1-(2-chloro-3,4-dihydroxybenzoyl)pyrrolidine-2-carbonyl)hydrazono)methyl)-3-methyl-7-oxo-4-thia-1-azabicyclo[3.2.0]heptane-2-carboxylic acid 4,4-dioxide